OC1(OCCC1)CC(=O)OCC1=CC=CC=C1 benzyl 2-(2-hydroxytetrahydrofuran-2-yl)acetate